C1(CC1)C#CC=1N=C2C(=NC1)N=C(S2)N 6-(cyclopropylethynyl)thiazolo[4,5-b]pyrazin-2-amine